[Cl-].[Cl-].C[SiH](C)[Ti+2](C1C(=CC2=C(C=CC=C12)C(C)C)C)C1C(=CC2=C(C=CC=C12)C(C)C)C Dimethylsilylbis(2-methyl-4-isopropyl-1-indenyl)titanium dichloride